C(C)(C)C=1C(=NNC1C=1C=C(C=2N(C1)N=CN2)OC)C2=NC=C(C=C2)C2CCN(CC2)CC2CCOCC2 6-(4-isopropyl-3-(5-(1-((tetrahydro-2H-pyran-4-yl)methyl)piperidin-4-yl)pyridin-2-yl)-1H-pyrazol-5-yl)-8-methoxy-[1,2,4]triazolo[1,5-a]pyridine